(S)-N-cyano-N'-((1,2,3,5,6,7-hexahydro-s-indacen-4-yl)carbamoyl)-6,6-dimethyl-6,7-dihydro-5H-pyrazolo[5,1-b][1,3]oxazine-3-sulfonimidamide C(#N)N[S@@](=O)(=NC(NC1=C2CCCC2=CC=2CCCC12)=O)C=1C=NN2C1OCC(C2)(C)C